2-(3,4-epoxycyclohexenyl)ethyl-trimethoxysilane tert-Butyl-4-(3-(2,4-dioxotetrahydropyrimidin-1(2H)-yl)-5-fluoro-1-methyl-1H-indazol-6-yl)-3,3-difluoropiperidine-1-carboxylate C(C)(C)(C)OC(=O)N1CC(C(CC1)C1=C(C=C2C(=NN(C2=C1)C)N1C(NC(CC1)=O)=O)F)(F)F.C1(=CC2C(CC1)O2)CC[Si](OC)(OC)OC